(2S,4R)-1-(2-amino-3,3-dimethylbutanoyl)-4-hydroxy-N-((S)-1-(4-(4-methylthiazol-5-yl)phenyl)ethyl)pyrrolidine-2-carboxamide NC(C(=O)N1[C@@H](C[C@H](C1)O)C(=O)N[C@@H](C)C1=CC=C(C=C1)C1=C(N=CS1)C)C(C)(C)C